N-{4-azaspiro[2.5]octan-7-yl}-1-[6-(2-hydroxyphenyl)pyridazin-4-yl]-N-methyl-4-phenoxypiperidine-4-carboxamide C1CC12NCCC(C2)N(C(=O)C2(CCN(CC2)C2=CN=NC(=C2)C2=C(C=CC=C2)O)OC2=CC=CC=C2)C